tert-butyl (S)-3-((8-((tert-butoxycarbonyl)(3-fluorophenyl)amino)-3-cyclopropylimidazo[1,2-b]pyridazin-6-yl)oxy)piperidine-1-carboxylate C(C)(C)(C)OC(=O)N(C=1C=2N(N=C(C1)O[C@@H]1CN(CCC1)C(=O)OC(C)(C)C)C(=CN2)C2CC2)C2=CC(=CC=C2)F